C(C)(C)(C)OC(=O)N1CC(CCC1)CB1C2CCCC1CCC2 3-((9-borabicyclo[3.3.1]nonan-9-yl)methyl)piperidine-1-carboxylic acid tert-butyl ester